N-ethyl-7-bromoquinoxalinone C(C)N1C(C=NC2=CC=C(C=C12)Br)=O